quino[6,5-f]quinoline N1=CC=CC2=C1C=CC1=C3C=CC=NC3=CC=C12